NC1=NC=NN2C1=C(C(=N2)C2=C(C=C(C=C2)NC(C(=C)C)=O)C)C2=CC(=C(C=C2)OC2=NC=CC(=N2)C)F N-(4-(4-amino-5-(3-fluoro-4-((4-methylpyrimidin-2-yl)oxy)phenyl)pyrazolo[5,1-f][1,2,4]triazin-6-yl)-3-methylphenyl)methacrylamide